(S)-3-(4'-chlorobiphenyl-4-yl)-2-(7-hydroxycarbamoylheptanoylamino)-propionic acid methyl ester COC([C@H](CC1=CC=C(C=C1)C1=CC=C(C=C1)Cl)NC(CCCCCCC(NO)=O)=O)=O